2-(4-chloro-2-methoxyphenyl)-1-(6-(trifluoromethoxy)indol-1-yl)ethanone ClC1=CC(=C(C=C1)CC(=O)N1C=CC2=CC=C(C=C12)OC(F)(F)F)OC